ditert-butyl (2S,5R)-2-(1,3-benzothiazol-5-yl)-5-methyl-piperazine-1,4-dicarboxylate S1C=NC2=C1C=CC(=C2)[C@@H]2N(C[C@H](N(C2)C(=O)OC(C)(C)C)C)C(=O)OC(C)(C)C